CC1SC2=C(C=N1)C=CC=C2 Methyl-2H-benzo[e][1,3]thiazine